triethoxysilane propyl-(methyl)acrylate C(CC)C=C(C(=O)O)C.C(C)O[SiH](OCC)OCC